(1-(2,4,6-trimethylanilino)ethyl)-6-acetylpyridine CC1=C(NC(C)C2=NC(=CC=C2)C(C)=O)C(=CC(=C1)C)C